1-(7-methyl-3-(o-tolyl)quinolin-5-yl)ethan-1-one CC1=CC(=C2C=C(C=NC2=C1)C1=C(C=CC=C1)C)C(C)=O